COC1=CC2=C(SC(=C2)C(=O)N(C(C)C2=CN=CO2)CCC(=O)NC)C(=C1)C1=CN(C(C=C1)=O)C 5-methoxy-7-(1-methyl-6-oxo-1,6-dihydropyridin-3-yl)-N-(3-(methylamino)-3-oxopropyl)-N-(1-(oxazol-5-yl)ethyl)benzo[b]thiophene-2-carboxamide